((S)-3-(4-chlorophenyl)-1-(((S)-4-(ethylamino)-3,4-dioxo-1-((S)-2-oxopyrrolidin-3-yl)butan-2-yl)amino)-1-oxopropan-2-yl)carbamic acid ClC1=CC=C(C=C1)C[C@@H](C(=O)N[C@@H](C[C@H]1C(NCC1)=O)C(C(=O)NCC)=O)NC(O)=O